[K+].FC(C(C(C(C(C(C(C(F)(F)F)(F)F)(F)F)(F)F)(F)F)(F)F)(F)F)(S(=O)(=O)[O-])F perfluoro-1-octanesulfonate potassium